(S)-3-(4-(4-(1-((S)-pent-2-yl)-1H-pyrazol-4-yl)pyrazolo[1,5-a]pyrazin-6-yl)-1H-pyrazol-1-yl)propane-1,2-diol C[C@@H](CCC)N1N=CC(=C1)C=1C=2N(C=C(N1)C=1C=NN(C1)C[C@@H](CO)O)N=CC2